OC1=C(C=CC=C1)C(C1=CC=C(C=C1)C)P(OCC)(OCC)=O Diethyl ((2-hydroxyphenyl)(p-tolyl)methyl)phosphonate